C(C)(C)C=1C=C(C=C2C(=CNC12)C(NC)=O)C=1C=CC=C2C=C(N=CC12)C=1C=CC(=NC1)C(=O)[O-].[Li+] Lithium 5-(8-(7-isopropyl-3-(methylcarbamoyl)-1H-indol-5-yl)isoquinolin-3-yl)picolinate